(1S,2S)-1,2-bis[(1,1'-biphenyl)-4-yl]ethylenediamine hydrochloride Cl.C1(=CC=C(C=C1)[C@@H]([C@@H](N)C1=CC=C(C=C1)C1=CC=CC=C1)N)C1=CC=CC=C1